NC1=C(C=C(C=C1)N)C1=CC=CC=C1 1,4-diamino-2-phenylbenzene